N,N-bis(4-methoxybenzyl)-5-(1-(methylamino)ethyl)pyrimidin-4-amine hydrochloride Cl.COC1=CC=C(CN(C2=NC=NC=C2C(C)NC)CC2=CC=C(C=C2)OC)C=C1